N-{[4-(2-methyl-2H-indazole-6-sulfonyl)phenyl]methyl}imidazo[1,2-a]pyridine-6-carboxamide CN1N=C2C=C(C=CC2=C1)S(=O)(=O)C1=CC=C(C=C1)CNC(=O)C=1C=CC=2N(C1)C=CN2